COC=1C=C(C=CC1NCC#C)S(=O)(=O)N(COCC[Si](C)(C)C)C 3-methoxy-N-methyl-4-(prop-2-yn-1-ylamino)-N-{[2-(trimethylsilyl)ethoxy]methyl}benzenesulfonamide